4-(benzyloxy)-3-(5-(2-((2-(trimethylsilyl)ethoxy)methyl)-2H-tetrazol-5-yl)pyridin-3-yl)phenyl cycloheptylcarbamate C1(CCCCCC1)NC(OC1=CC(=C(C=C1)OCC1=CC=CC=C1)C=1C=NC=C(C1)C=1N=NN(N1)COCC[Si](C)(C)C)=O